(1,2,3,4-tetramethyl-5-n-propylcyclopentadienyl)(indenyl)zirconium dichloride [Cl-].[Cl-].CC1(C(=C(C(=C1CCC)C)C)C)[Zr+2]C1C=CC2=CC=CC=C12